N1(CCC1)CC1CC[C@]12CNCC2 (4R)-1-(azetidin-1-ylmethyl)-6-azaspiro[3.4]octane